COC1=C(C=C(C=N1)C(CON)C)C(F)(F)F O-(2-(6-methoxy-5-(trifluoromethyl)pyridin-3-yl)propyl)hydroxylamine